OC1(CC1)C1=NNC(=N1)C1CC2(CN(C2)C(=O)N2CC3(C2)CC(C3)CN3N=CC(=C3)C#N)C1 1-[[2-[6-[3-(1-hydroxycyclopropyl)-1H-1,2,4-triazol-5-yl]-2-azaspiro[3.3]heptane-2-carbonyl]-2-azaspiro[3.3]heptan-6-yl]methyl]pyrazole-4-carbonitrile